3-((1H-indazol-4-yl)methyl)-7-(3-fluorobenzyl)-5-methyl-3,5-dihydro-4H-pyridazino[4,5-b]indol-4-one N1N=CC2=C(C=CC=C12)CN1N=CC2=C(N(C=3C=C(C=CC23)CC2=CC(=CC=C2)F)C)C1=O